benzyl ((cis)-3-(methylamino)cyclobutyl)carbamate hydrochloride Cl.CN[C@H]1C[C@H](C1)NC(OCC1=CC=CC=C1)=O